6-{6-[3-(cyclobutylamino)pyrrolidin-1-yl]-1,5-naphthyridin-2-yl}-2-methyl-1,3-benzoxazol-5-ol C1(CCC1)NC1CN(CC1)C=1N=C2C=CC(=NC2=CC1)C1=CC2=C(N=C(O2)C)C=C1O